(3R)-4-(2-chloro-6-{1-[(R)-methylsulfinyl]cyclopropyl}-4-pyrimidinyl)-3-methylmorpholine ClC1=NC(=CC(=N1)N1[C@@H](COCC1)C)C1(CC1)[S@](=O)C